FC(F)(F)C1CCC2=CC=CC=C12 (trifluoromethyl)-2,3-dihydro-1H-inden